trans-(trans)-farnesyl-acetone C(C=C(C)CCC=C(C)CCC=C(C)C)CC(C)=O